BrC1=CC=CC(=N1)CCN(CC(=O)OC(C)(C)C)C tert-butyl 2-[2-(6-bromo-2-pyridyl)ethyl-methyl-amino]acetate